5-hydroxy-6-((5-((4-(morpholinomethyl)phenyl)ethynyl)-1H-pyrrolo[2,3-b]pyridin-1-yl)methyl)pyrimidin-4(3H)-one OC=1C(NC=NC1CN1C=CC=2C1=NC=C(C2)C#CC2=CC=C(C=C2)CN2CCOCC2)=O